ON1C(CC(CC1(C)C)OC(CCCCCCCCC(=O)OC1CC(N(C(C1)(C)C)O)(C)C)=O)(C)C.C(CCCCCCCCCCCCCCC)OC(CCCCCCCCCCCCCCCCCCCCCC)=O.C(CCCCCCCCCCCCCCCCCCCCCC)(=O)OCCCCCCCCCCCCCCC pentadecyl tricosanoate hexadecan-1-yl-tricosanoate bis(1-oxyl-2,2,6,6-tetramethyl-piperidine-4-yl)sebacate